fluorobutan-2-amine FCC(CC)N